3-(2,2-difluoroethyl)-1-(5-(2-methoxypyrimidin-5-yl)pyridin-2-yl)-1-(trans-4-((4-((propan-2-yl)amino)-5-(trifluoromethyl)pyrimidin-2-yl)amino)cyclohexyl)urea FC(CNC(N([C@@H]1CC[C@H](CC1)NC1=NC=C(C(=N1)NC(C)C)C(F)(F)F)C1=NC=C(C=C1)C=1C=NC(=NC1)OC)=O)F